C(CCCCCCCCCCCCCCC)C1=CC=C(C=C1)[N+](=O)[O-] 4-cetyl-nitrobenzene